(Z,E)-8,10-Dodecadien-1-ol C(CCCCCC\C=C/C=C/C)O